3-thiophendimethanol S1C(=C(C=C1)CO)CO